chloro(pentamethylcyclopentadienyl)(8-hydroxyquinoline) iridium (III) [Ir+3].ClC=1C(=NC2=C(C=CC=C2C1)O)C1(C(=C(C(=C1C)C)C)C)C